1-ethylamino-2-Octadecyl-imidazoline C(C)NN1C(=NCC1)CCCCCCCCCCCCCCCCCC